ClC[NH3+] Chloromethylammonium